4-((6-fluorobenzo[d]oxazol-2-yl)methyl)-N-hydroxy-2,2-dimethyl-3-oxo-3,4-dihydro-2H-benzo[b][1,4]oxazine-6-carboxamide FC1=CC2=C(N=C(O2)CN2C3=C(OC(C2=O)(C)C)C=CC(=C3)C(=O)NO)C=C1